Diisobutylsulfosuccinate C(C(C)C)C(C(C(=O)[O-])S(=O)(=O)O)(C(=O)[O-])CC(C)C